(2S)-2-(4-chloro-2-fluorophenyl)-10-methyl-2,3,7,8,9,10-hexahydro-[1,4]dioxino[2,3-H]isoquinoline hydrochloride Cl.ClC1=CC(=C(C=C1)[C@@H]1OC2=C(C=CC=3CCNC(C23)C)OC1)F